OC[C@]12C[C@H](N([C@@H]2C1)C(=O)OC(C)(C)C)C(=O)OC 2-(tert-butyl) 3-methyl (1R,3S,5S)-5-(hydroxymethyl)-2-azabicyclo[3.1.0]hexane-2,3-dicarboxylate